methyl 2-bromo-3-iodobenzoate BrC1=C(C(=O)OC)C=CC=C1I